6-nitro-1-(4-nitrophenyl)-1,3,3-trimethylindane [N+](=O)([O-])C1=CC=C2C(CC(C2=C1)(C)C1=CC=C(C=C1)[N+](=O)[O-])(C)C